(E)-1-(4-(3-bromopropoxy)phenyl)-3-(thiophene-2-yl)prop-2-en-1-one BrCCCOC1=CC=C(C=C1)C(\C=C\C=1SC=CC1)=O